(3-acetyl-4-fluoro-5-(trifluoromethyl)phenyl)carbamic acid benzyl ester C(C1=CC=CC=C1)OC(NC1=CC(=C(C(=C1)C(F)(F)F)F)C(C)=O)=O